3-((2-aminopyridin-4-yl)thio)propanoic acid 2-ethylhexyl ester C(C)C(COC(CCSC1=CC(=NC=C1)N)=O)CCCC